F[B-](F)(F)F.C(C)(C)(C)P(C(C)(C)C)C(C)(C)C tri(tert-butyl)phosphine tetrafluoroborate